N=1C=2N(C=C(C1)C=1C=C3C(=C(C=NC3=CC1)C#N)NC(C)C1=CC=CC=C1)C=NC2 6-(imidazo[1,5-a]pyrimidin-3-yl)-4-((1-phenylethyl)amino)quinoline-3-carbonitrile